1-methyl-5-(2-(((R)-((S)-7-(1-methyl-1H-pyrazol-4-yl)-2,3-dihydro-1H-pyrido[2,3-b][1,4]oxazin-3-yl)(phenyl)methyl)amino)ethyl)pyridin-2(1H)-one CN1C(C=CC(=C1)CCN[C@H](C1=CC=CC=C1)[C@@H]1CNC2=C(O1)N=CC(=C2)C=2C=NN(C2)C)=O